CO\N=C(/C)\C=1N=C2N(C=C(C(=C2)OC)C2=C(C=CC(=C2)C=2C3=C(N=NC2)N(C=N3)CC)F)C1 (E)-1-(6-(5-(7-Ethyl-7H-imidazo[4,5-c]pyridazin-4-yl)-2-fluorophenyl)-7-methoxyimidazo[1,2-a]pyridin-2-yl)ethan-1-one O-methyl oxime